Methylene glycol C(O)O